[1-(3-chloro-2-piperazin-1-yl-6-quinolyl)pyrrolidin-3-yl]methanamine ClC=1C(=NC2=CC=C(C=C2C1)N1CC(CC1)CN)N1CCNCC1